C(C1=CC=CC=C1)N1CCN(C12COC2)C(=O)C2=C(C=CC=C2)/C=C/C(=O)C2=CC=C(C=C2)OC (E)-3-(2-(8-benzyl-2-oxa-5,8-diazaspiro[3.4]octane-5-carbonyl)phenyl)-1-(4-methoxyphenyl)prop-2-en-1-one